OCC1CCN(CC1)CCN1C(=NC2=C3CC[C@@H](N(C3=CC=C21)C(=O)OC)C)CCN2C(C=CC=C2)=O methyl (S)-3-(2-(4-(hydroxymethyl)piperidin-1-yl)ethyl)-7-methyl-2-(2-(2-oxopyridin-1(2H)-yl)ethyl)-3,7,8,9-tetrahydro-6H-imidazo[4,5-f]quinoline-6-carboxylate